2-[(1S)-6,7-dichloro-8-methoxy-1,5-dimethyl-4-oxo-1H,2H,3H,4H,5H-pyrrolo[3,4-c]quinolin-2-yl]-2-oxoethyl acetate C(C)(=O)OCC(=O)N1CC=2C(N(C=3C(=C(C(=CC3C2[C@@H]1C)OC)Cl)Cl)C)=O